CN(C(=O)C1(C(C1C)C)C(=O)OC)C methyl 1-(dimethylcarbamoyl)-2,3-dimethylcyclopropanecarboxylate